CCCCCCC(=O)O n-hexane-6-carboxylic acid